((4-fluorophenoxy)methyl)pyrimidine-5-carbonitrile FC1=CC=C(OCC2=NC=C(C=N2)C#N)C=C1